(bicyclo[2.2.1]hept-5-en-2-ylmethoxy)(methyl)diphenylsilane C12C(CC(C=C1)C2)CO[Si](C2=CC=CC=C2)(C2=CC=CC=C2)C